ethylascorbic acid C(C)[C@]1(C(=C(C(=O)O1)O)O)[C@@H](O)CO